5-ethyl-hydroxy-2-methyl-3(2H)-furanone C(C)C1=CC(C(O1)(C)O)=O